N-[(5-chlorothiophen-2-yl)methyl]-1-(2-methoxybenzoyl)-3-(pyrrolidin-2-yl)-1H-pyrazol-5-amine hydrochloride Cl.ClC1=CC=C(S1)CNC1=CC(=NN1C(C1=C(C=CC=C1)OC)=O)C1NCCC1